C1(=CC=CC=C1)C1=C(C(=NN=N1)C1=C(C=CC=C1)C1=C(C(=CC=2[Se]C3=C(C21)C=CC=C3)C3=CC=CC=C3)C3=C(C(=CC=2C1=CC=CC=C1CC32)C)C)C3=CC=CC=C3 (diphenyltriazinyl)[Phenyl(dimethylfluorenyl)dibenzoselenophenyl]benzene